C(C)(C)(C)N(C(O)=O)C(C)(C#C)C.C(CCCCCCC)(=O)N[C@@H](CC(C)C)C(=O)O N-capryloyl-leucine tert-butyl-(2-methylbut-3-yn-2-yl)carbamate